C12CNCC(C(C1)C#N)O2 8-oxa-3-azabicyclo[3.2.1]octane-6-carbonitrile